ClC=1C(=C(CNC=2C3=C(N=CN2)C=CC(=N3)O[C@@H]3CN(CC3)C(C=C)=O)C=CC1)F (S)-1-(3-((4-((3-chloro-2-fluorobenzyl)amino)pyrido[3,2-d]pyrimidin-6-yl)oxy)pyrrolidin-1-yl)prop-2-en-1-one